(S)-N-(6-fluoro-1,2,3,4-tetrahydronaphthalen-1-yl)-6-(3-(4-methoxybenzyl)ureido)spiro[3.3]heptane-2-carboxamide FC=1C=C2CCC[C@@H](C2=CC1)NC(=O)C1CC2(C1)CC(C2)NC(=O)NCC2=CC=C(C=C2)OC